4-(9-methyl-2-(pyridin-2-yl)-8-(pyridin-4-yl)-9H-purin-6-yl)morpholine CN1C2=NC(=NC(=C2N=C1C1=CC=NC=C1)N1CCOCC1)C1=NC=CC=C1